C/C(/C(=O)[O-])=C\C(=O)[O-] E-2-methylbut-2-enedioate